C(O[C@@H]1[C@](O[C@H](C1)N1C2=NC(=NC(=C2N=C1)N)Cl)(COC(=O)OC1CC2(C1)CCCCC2)C#C)(OC2CC1(C2)CCCCC1)=O (2R,3S,5R)-5-(6-amino-2-chloro-9H-purin-9-yl)-2-ethynyl-2-((((spiro[3.5]nonan-2-yloxy)carbonyl)oxy)methyl)tetrahydrofuran-3-yl spiro[3.5]nonan-2-yl carbonate